propanoic allyl ester C(C=C)OC(CC)=O